Cyclopropane-1,1-dicarboxamide hydrochloride Cl.C1(CC1)(C(=O)N)C(=O)N